2-methacryloyloxyethyl-methylcyanoamide (cyanomethyl)acrylate C(#N)COC(C=C)=O.C(C(=C)C)(=O)OCCC[N-]C#N